methyl 3-({[6-(5-chloro-2-fluorophenyl)-4-({2-[(1s,3s)-3-(4-methylpiperazin-1-yl)cyclobutaneamido]pyridin-4-yl}amino)pyridazin-3-yl]oxy}methyl)bicyclo[1.1.1]pentane-1-carboxylate ClC=1C=CC(=C(C1)C1=CC(=C(N=N1)OCC12CC(C1)(C2)C(=O)OC)NC2=CC(=NC=C2)NC(=O)C2CC(C2)N2CCN(CC2)C)F